[O-2].[Y+3].[Sc+3].[O-2].[O-2] Scandium yttrium oxid